COC1=C(C=CC=C1)S(=O)(=O)N1CC2(C1)CNC2 2-(2-methoxyphenyl)sulfonyl-2,6-diazaspiro[3.3]heptane